3-(4-bromo-3-fluorophenyl)-1H-1,2,4-triazole BrC1=C(C=C(C=C1)C1=NNC=N1)F